FC=1C=CC=C2C(=C(/C(/C12)=C/C1=CC=C(C=C1)C(C)C)C)CC(=O)O 2-[(1Z)-7-fluoro-2-methyl-1-{[4-(propan-2-yl)phenyl]methylene}-1H-inden-3-yl]acetic acid